[Si](C)(C)(C(C)(C)C)OC=1C=C2C=CC(=NC2=CC1)\C=C\C1=CC2=CN(N=C2C=C1)CCF (E)-6-((tert-Butyldimethylsilyl)oxy)-2-(2-(2-(2-fluoroethyl)-2H-indazol-5-yl)vinyl)quinoline